N[C@@H](CC(=O)OCC)C=1C(=C(C=C(C1F)C(F)(F)F)C1=C(C(=CC=C1C)OC1CC1)C)F (3S)-ethyl 3-amino-3-(3'-cyclopropoxy-2,4-difluoro-2',6'-dimethyl-5-(trifluoromethyl)biphenyl-3-yl)propanoate